4-amino-3-methyl-N-(2-(1-methyl-1H-pyrazol-4-yl)-6,7-dihydro-4H-thieno[3,2-c]pyran-7-yl)-1,3-dihydrofuro[3,4-c]quinoline-8-carboxamide NC1=NC=2C=CC(=CC2C2=C1C(OC2)C)C(=O)NC2C1=C(COC2)C=C(S1)C=1C=NN(C1)C